[Na].FC1=CC(=C(C(=C1)C=1C=NC=NC1)NC(=O)NS(=O)(=O)C1=NN(C(=C1)C(=O)N(C)C)C)C(C)C 3-(N-((4-Fluoro-2-isopropyl-6-(pyrimidin-5-yl)phenyl)carbamoyl)sulfamoyl)-N,N,1-trimethyl-1H-pyrazole-5-carboxamide, sodium Salt